ClC1=NC(=CC=C1I)C([2H])([2H])[2H] 2-chloro-3-iodo-6-(methyl-d3)pyridine